tert-butyl ((S)-1-(4-((R)-2-(2-aminothiazol-4-yl)pyrrolidin-1-yl)phenyl)ethyl)carbamate NC=1SC=C(N1)[C@@H]1N(CCC1)C1=CC=C(C=C1)[C@H](C)NC(OC(C)(C)C)=O